zinc bis(methylethylphosphonate) CC(C)P([O-])([O-])=O.CC(C)P([O-])([O-])=O.[Zn+2].[Zn+2]